FC1=C(C(=CC(=C1)C1=NC(=CC=C1)OCCCOC)F)N1CCCC1 1-{2,6-difluoro-4-[6-(3-methoxy-propoxy)-pyridin-2-yl]-phenyl}-pyrrolidine